tert-butyl (5-amino-6-((6-dodecanamidohexyl)amino)-6-oxohexyl)carbamate NC(CCCCNC(OC(C)(C)C)=O)C(=O)NCCCCCCNC(CCCCCCCCCCC)=O